(3-(4-(6-fluorobenzo[d]isoxazol-3-yl)piperidin-1-yl)propoxy)-5,6-dihydro-1H-pyrrolo[3,2,1-ij]quinolin-4(2H)-one sulfate S(=O)(=O)(O)O.FC1=CC2=C(C(=NO2)C2CCN(CC2)CCCOC2CN3C(CCC4=CC=CC2=C34)=O)C=C1